tert-butyl ((6-methyl-5-phenylpyridin-2-yl)methyl)carbamate CC1=C(C=CC(=N1)CNC(OC(C)(C)C)=O)C1=CC=CC=C1